1-((6-cyclopropyl-8-(4-(2,2,2-trifluoroethyl)piperazin-1-yl)imidazo[1,2-a]pyridin-2-yl)methyl)-N-((4-(difluoromethoxy)-3-fluoropyridin-2-yl)methyl)-1H-1,2,3-triazole-4-carboxamide C1(CC1)C=1C=C(C=2N(C1)C=C(N2)CN2N=NC(=C2)C(=O)NCC2=NC=CC(=C2F)OC(F)F)N2CCN(CC2)CC(F)(F)F